(R)-4-(3-oxomorpholin-4-yl)-3-(4-methylphenyl)-N-((R)-1-(4-(trifluoromethyl)phenyl)ethyl)-4,5-dihydro-1H-pyrazole-1-carboxamide O=C1N(CCOC1)[C@H]1C(=NN(C1)C(=O)N[C@H](C)C1=CC=C(C=C1)C(F)(F)F)C1=CC=C(C=C1)C